4-isopropyl-5-(8-methyl-[1,2,4]triazolo[1,5-a]pyridin-6-yl)-N-((1s,4s)-4-((pyridin-3-ylmethyl)amino)cyclohexyl)-1H-pyrazole-3-carboxamide C(C)(C)C=1C(=NNC1C=1C=C(C=2N(C1)N=CN2)C)C(=O)NC2CCC(CC2)NCC=2C=NC=CC2